COC=1C=C(\C=N\NC2=NC=3N(C(=C2)N2CCOCC2)N=C(N3)C3=CC=NC=C3)C=CC1 (E)-4-(5-(2-(3-methoxybenzylidene)hydrazinyl)-2-(pyridin-4-yl)-[1,2,4]triazolo[1,5-a]pyrimidin-7-yl)morpholine